5-((7-(5-(2-((1s,4s)-7-azabicyclo[2.2.1]heptane-7-carbonyl)-4-fluorophenoxy)pyrimidin-4-yl)-2,7-diazaspiro[4.4]nonan-2-yl)methyl)-1,3-dihydro-2H-benzo[d]imidazol-2-one C12CCC(CC1)N2C(=O)C2=C(OC=1C(=NC=NC1)N1CC3(CCN(C3)CC3=CC4=C(NC(N4)=O)C=C3)CC1)C=CC(=C2)F